((5-(4-fluorophenyl)-6-isopropyl-1H-pyrazolo[4,3-g]isoquinolin-8-yl)imino)(methyl)(pyridin-2-yl)-λ6-sulfanone FC1=CC=C(C=C1)C1=C(N=C(C2=CC3=C(C=C12)C=NN3)N=S(=O)(C3=NC=CC=C3)C)C(C)C